lithium (1+) 6-(3-{2-azaspiro[3.4]octan-2-yl}propyl)pyridine-2-carboxylate C1N(CC12CCCC2)CCCC2=CC=CC(=N2)C(=O)[O-].[Li+]